OC1=CC(=NN1C1=CC=C(C=C1)C=1CCC(NN1)=O)C=1SC=CC1 6-(4-(5-hydroxy-3-(thiophen-2-yl)-1H-pyrazol-1-yl)phenyl)-4,5-dihydropyridazin-3(2H)-one